NC[C@H](C)NC(C1=C(C=C(C=C1)NC=1C=2N(C=CN1)C(=CN2)C2=C(C(=C(C=C2)OC2=NC=CC(=N2)OC)F)F)CC)=O (S)-N-(1-aminopropan-2-yl)-4-((3-(2,3-difluoro-4-((4-methoxypyrimidin-2-yl)oxy)phenyl)imidazo[1,2-a]pyrazin-8-yl)amino)-2-ethylbenzamide